4-(5-Methanesulfonylaminocarbonyl-1,3-dioxo-1,3-dihydroisoindol-2-yl)biphenyl-3-carboxylic acid CS(=O)(=O)NC(=O)C=1C=C2C(N(C(C2=CC1)=O)C1=C(C=C(C=C1)C1=CC=CC=C1)C(=O)O)=O